NCC=1C=C(C=CC1)N1N=C(C=C1C(=O)NC1=CC(=CC=C1)C(NCC1CC1)C1=C(C=C(C=C1)Cl)Cl)C(F)(F)F 1-(3-(aminomethyl)phenyl)-N-(3-((2,4-dichlorophenyl)((cyclopropylmethyl)amino)methyl)phenyl)-3-(trifluoromethyl)-1H-pyrazole-5-carboxamide